tert-butyl (3-methyl-3,5,6,7-tetrahydro-2H-indeno[5,6-b]furan-8-yl)carbamate CC1C2=C(OC1)C(=C1CCCC1=C2)NC(OC(C)(C)C)=O